6,7-dimethoxy-2-methyl-N-{1-[5-(5-methyl-pyridin-3-yl)-thiophen-2-yl]-ethyl}quinazolin-4-amine COC=1C=C2C(=NC(=NC2=CC1OC)C)NC(C)C=1SC(=CC1)C=1C=NC=C(C1)C